FC1=C(C=CC=C1)C1=CN(C=2N=CN=C(C21)N2[C@H](CN([C@@H](C2)C([2H])([2H])[2H])C(C(C)C)=O)C)C=2C=C(C#N)C=CN2 2-(5-(2-fluorophenyl)-4-((2S,5R)-4-isobutyryl-2-methyl-5-(methyl-d3)piperazin-1-yl)-7H-pyrrolo[2,3-d]pyrimidin-7-yl)isonicotinonitrile